tert-butyl (1R,5S)-3-(8-fluoro-2-((1-(hydroxymethyl)cyclopropyl)methoxy)-7-(3-hydroxynaphthalen-1-yl)quinazolin-4-yl)-3,8-diazabicyclo[3.2.1]octane-8-carboxylate FC=1C(=CC=C2C(=NC(=NC12)OCC1(CC1)CO)N1C[C@H]2CC[C@@H](C1)N2C(=O)OC(C)(C)C)C2=CC(=CC1=CC=CC=C21)O